7-fluoro-2-methyl-4-[4-(trifluoromethyl)phenyl]Pyrazolo[4,3-b]Indole FC1=CC=2C=3C(N(C2C=C1)C1=CC=C(C=C1)C(F)(F)F)=CN(N3)C